N-(4-(4-amino-7-methyl-7H-pyrrolo[2,3-d]pyrimidin-5-yl)-3-methylphenyl)-2-(2-methoxyphenyl)acetamide NC=1C2=C(N=CN1)N(C=C2C2=C(C=C(C=C2)NC(CC2=C(C=CC=C2)OC)=O)C)C